4-(1,2-dihydroxyprop-2-yl)thiophene-2-sulfonamide OCC(C)(O)C=1C=C(SC1)S(=O)(=O)N